Cl.ONC (hydroxy)aminomethane-HCl